2-(5-(4-(2-(5-amino-8-(furan-2-yl)-2-oxothiazolo[5,4-e][1,2,4]triazolo[1,5-c]pyrimidin-3(2H)-yl)ethyl)piperazin-1-yl)-2,4-difluorophenoxy)-N-(2-(methylamino)ethyl)acetamide NC1=NC2=C(C=3N1N=C(N3)C=3OC=CC3)SC(N2CCN2CCN(CC2)C=2C(=CC(=C(OCC(=O)NCCNC)C2)F)F)=O